C=C1OC2=C(C1O)C=CC=C2 2-methylene-2,3-dihydrobenzofuran-3-ol